2,2-dimethyl-3-(N-morpholinyl)-propanal CC(C=O)(CN1CCOCC1)C